C(C1=CC=CC=C1)(C1=CC=CC=C1)(C1=CC=CC=C1)N[C@@H](CS)C(=O)O Trityl-cystein